OC1=CC=C2C(N[C@@H](C2=C1)C1=C(NC2=CC=CC=C12)CNCC1=CC=C2C(=CN(C2=C1)CC=1N=CN(C1)C)CCNC(OC(C)(C)C)=O)=O tert-butyl (S)-(2-(6-((((3-(6-hydroxy-3-oxoisoindolin-1-yl)-1H-indol-2-yl)methyl)amino)methyl)-1-((1-methyl-1H-imidazol-4-yl)methyl)-1H-indol-3-yl)ethyl)carbamate